N'-benzyl-N'-(4-pyridylmethyl)oxamide C(C1=CC=CC=C1)N(C(C(N)=O)=O)CC1=CC=NC=C1